5-bromo-3-fluoro-7-(trifluoromethyl)-1H-indazole BrC=1C=C2C(=NNC2=C(C1)C(F)(F)F)F